rac-4-(((1R,2R)-2-methoxycyclobutyl)amino)-1-methyl-6-nitroquinolin-2(1H)-one CO[C@H]1[C@@H](CC1)NC1=CC(N(C2=CC=C(C=C12)[N+](=O)[O-])C)=O |r|